OC1=C(C=C(C=C1)F)C(CC1=CC=NC=C1)C1=CC=C(C=C1)F 4-(2-(2-hydroxy-5-fluorophenyl)-2-(4-fluorophenyl)ethyl)pyridine